7-methyl-5-(trifluoromethoxy)-1H-indole CC=1C=C(C=C2C=CNC12)OC(F)(F)F